N-methyl-1-methyl-pyrazole-4-sulfonamide CNS(=O)(=O)C=1C=NN(C1)C